{4-[3-(4-chlorophenyl)-1-methyl-1H-pyrazol-4-yl]-7-methoxypyrido[3,2-d]pyrimidin-6-yl}-3-(dimethylamino)bicyclo[1.1.1]pentane-1-carboxamide ClC1=CC=C(C=C1)C1=NN(C=C1C=1C2=C(N=CN1)C=C(C(=N2)C2C1(CC2(C1)N(C)C)C(=O)N)OC)C